Dimethylpiperidine-2,6-dione CC1(CC(NC(C1)=O)=O)C